tert-butyl N-[4-(4-fluorophenyl)-2-[[4-[(3-fluorophenyl)sulfonimidoyl]benzoyl]amino]phenyl]carbamate FC1=CC=C(C=C1)C1=CC(=C(C=C1)NC(OC(C)(C)C)=O)NC(C1=CC=C(C=C1)S(=O)(=N)C1=CC(=CC=C1)F)=O